[Na].[Ca].[Si] silicon-calcium-sodium